C(C)(C)(C)OC1=NC=C(C(=N1)OC(C)(C)C)C=1C=C2C(=NN1)N(N=C2OC(C)C=2C=C(C#N)C=CC2)C 3-[1-[5-(2,4-ditert-butoxypyrimidin-5-yl)-1-methyl-pyrazolo[3,4-c]pyridazin-3-yl]oxyethyl]benzonitrile